CC/C=C\C/C=C\C/C=C\CCCCCCCC(=O)OC[C@H](COP(=O)(O)OC[C@@H](C(=O)O)N)OC(=O)CC/C=C\C/C=C\C/C=C\C/C=C\C/C=C\C/C=C\CC 1-(9Z,12Z,15Z-octadecatrienoyl)-2-(4Z,7Z,10Z,13Z,16Z,19Z-docosahexaenoyl)-glycero-3-phosphoserine